CC1=CC=C(C=N1)C1=NC=NO1 5-(6-methylpyridin-3-yl)-1,2,4-oxadiazol